N-(3-cyano-4-fluorophenyl)-1,2,4-trimethyl-1H-pyrrole-3-formamide C(#N)C=1C=C(C=CC1F)NC(=O)C1=C(N(C=C1C)C)C